ClC1=CC=C(CN2[C@]3(CCN(C3)C(=O)N)C(N(CC2=O)C(C)C)=O)C=C1 (S)-6-(4-chlorobenzyl)-9-isopropyl-7,10-dioxo-2,6,9-triazaspiro[4.5]decane-2-carboxamide